ClC1=C(C=CC(=C1)Cl)C1(CCOCC1)CNC(=O)[C@]1(C=2C=CC=NC2C(CC1)=O)F (S)-N-((4-(2,4-dichlorophenyl)tetrahydro-2H-pyran-4-yl)methyl)-5-fluoro-8-oxo-5,6,7,8-tetrahydro-quinoline-5-carboxamide